ClC=1N=CC2=C(N1)NC(C=C2C)=O 2-chloro-5-methylpyrido[2,3-d]pyrimidin-7(8H)-one